(R or S)-2-(4,4-Difluoro-3-methylpiperidin-1-yl)-N-(3-sulfamoylphenyl)-5-(trifluoromethyl)nicotinamide FC1([C@@H](CN(CC1)C1=C(C(=O)NC2=CC(=CC=C2)S(N)(=O)=O)C=C(C=N1)C(F)(F)F)C)F |o1:2|